NC1=C(C(=NN1C1CCCC1)C1=CC=C(C=C1)CNC(C1=C(C=CC=C1)OC)=O)C(=O)NC 5-Amino-1-cyclopentyl-3-[4-[[(2-methoxybenzoyl)amino]methyl]phenyl]-N-methylpyrazole-4-carboxamide